8-(Cyclohexyloxy)-5-nitroquinoline C1(CCCCC1)OC=1C=CC(=C2C=CC=NC12)[N+](=O)[O-]